N-(3-(2-chloro-5-fluorophenyl)-2-(4-methoxybenzyl)-2H-indazole-4-yl)-3-fluoro-5-(trifluoromethyl)benzamide ClC1=C(C=C(C=C1)F)C=1N(N=C2C=CC=C(C12)NC(C1=CC(=CC(=C1)C(F)(F)F)F)=O)CC1=CC=C(C=C1)OC